C1(CCC1)C(CN)NCCCOC cyclobutyl-N1-(3-methoxypropyl)ethane-1,2-diamine